C(C)(C)(C)OC(=O)N1C(CCC1)(C)CO 2-(hydroxymethyl)-2-methylpyrrolidine-1-carboxylic acid tert-butyl ester